FC=1C(=C(C=CC1F)[C@H]1[C@@H](O[C@]([C@H]1C)(C(F)(F)F)C)C(=O)NC1=CC(=NC=C1)CO)O (2r,3s,4s,5r)-3-(3,4-difluoro-2-hydroxyphenyl)-N-(2-(hydroxymethyl)pyridin-4-yl)-4,5-dimethyl-5-(trifluoromethyl)tetrahydrofuran-2-carboxamide